COCC1=NN(C(=C1)C(=O)NC1=NNC(=C1)[C@@H]1C[C@@H](CC1)OC1=CC=CC=C1)C 3-(methoxymethyl)-1-methyl-N-(5-((1S,3R)-3-phenoxycyclopentyl)-1H-pyrazol-3-yl)-1H-pyrazole-5-carboxamide